C1N(CCC12CCNCC2)C2=CC=C(C=C2)C2C(NC(CC2)=O)=O 3-(4-(2,8-Diazaspiro[4.5]decan-2-yl)phenyl)piperidine-2,6-dione